7-methoxy-2-(tetrahydrofuran-3-yl)-N-(6-(trifluoromethyl)pyridin-2-yl)imidazo[1,2-a]pyridine-6-carboxamide COC1=CC=2N(C=C1C(=O)NC1=NC(=CC=C1)C(F)(F)F)C=C(N2)C2COCC2